3-chloro-2,4-dimethyl-5,7-dihydro-6H-pyrrolo[3,4-b]Pyridine-6-carboxylic acid ClC=1C(=C2C(=NC1C)CN(C2)C(=O)O)C